C(C)(=O)ON(CCN(OC(C)=O)OC(C)=O)OC(C)=O ethylenedi-amine tetraacetate